COCCOC.[Li] lithium (1,2-dimethoxyethane)